3,3-dimethyl-2,6-piperidinedicarboxylic acid CC1(C(NC(CC1)C(=O)O)C(=O)O)C